[Na+].[Na+].[Na+].[Na+].C1(=C(C(=C(C(=C1)C(=O)[O-])C(=O)[O-])C(=O)[O-])C(=O)[O-])C1=CC=CC=C1 biphenyltetracarboxylic acid tetrasodium salt